7-(8-(3-(((R)-azepan-3-yl)oxy)propoxy)-3-(benzyloxy)-7-fluoronaphthalen-1-yl)-8-fluoro-2-(((2R,7aS)-2-fluorotetrahydro-1H-pyrrolizin-7a(5H)-yl)methoxy)pyrido[4,3-d]pyrimidin-4-ol N1C[C@@H](CCCC1)OCCCOC=1C(=CC=C2C=C(C=C(C12)C1=C(C=2N=C(N=C(C2C=N1)O)OC[C@]12CCCN2C[C@@H](C1)F)F)OCC1=CC=CC=C1)F